N-(2-chloro-4-fluoro-5-methoxyphenethyl)-2-(1,3-dioxoisoindolin-2-yl)acetamide ClC1=C(CCNC(CN2C(C3=CC=CC=C3C2=O)=O)=O)C=C(C(=C1)F)OC